2-(1H-imidazol-4-yl)ethan-1-amine dihydrochloride Cl.Cl.N1C=NC(=C1)CCN